dimethyl 2-methoxytetrahydro-2H-pyran-2,3-dicarboxylate COC1(OCCCC1C(=O)OC)C(=O)OC